O1CCN(CC1)S(=O)(=O)C=1C=C(C#N)C=CN1 2-(morpholinosulfonyl)isonicotinonitrile